C(#N)C1=C(C=C(C=C1)C)N1C[C@H](N(CC1)C=1N=C2N(C(C1C)=O)C=C(C=C2[C@@H](C)NC2=C(C(=O)O)C=CC=C2)C)C 2-(((R)-1-(2-((R)-4-(2-cyano-5-methylphenyl)-2-methylpiperazin-1-yl)-3,7-dimethyl-4-oxo-4H-pyrido[1,2-a]pyrimidin-9-yl)ethyl)amino)benzoic acid